3-Methoxyaniline 2-(cyanomethyl)piperidine-1-carboxylate C(#N)CC1N(CCCC1)C(=O)O.COC=1C=C(N)C=CC1